Methyl ((((1S,4R)-4-(2-amino-6-methoxy-9H-purin-9-yl)cyclopent-2-en-1-yl)methoxy)(2-bromophenoxy)phosphoryl)-L-alaninate NC1=NC(=C2N=CN(C2=N1)[C@H]1C=C[C@H](C1)COP(=O)(OC1=C(C=CC=C1)Br)N[C@@H](C)C(=O)OC)OC